C[C@@H]1CN(C[C@@H](O1)C)C[C@@H](C)CC2=CC=C(C=C2)C(C)(C)C The molecule is a 4-[3-(4-tert-butylphenyl)-2-methylpropyl]-2,6-dimethylmorpholine in which the methyl substituents on the morpholine ring are in a cis relationship to each other and in which the remaining stereocentre has S configuration. It is an enantiomer of a (R)-fenpropimorph.